2-amino-3-(4-(azidomethyl)phenyl)propanoic acid NC(C(=O)O)CC1=CC=C(C=C1)CN=[N+]=[N-]